(1R,3R,4R)-2-[(2S)-2-(3-chloro-2-methyl-anilino)propanoyl]-N-[(1R)-1-cyano-2-[(3S)-2-oxo-3-piperidyl]ethyl]-5,5-difluoro-2-azabicyclo[2.2.2]octane-3-carboxamide ClC=1C(=C(N[C@H](C(=O)N2[C@H]3CC([C@@H]([C@@H]2C(=O)N[C@H](C[C@H]2C(NCCC2)=O)C#N)CC3)(F)F)C)C=CC1)C